FC=1C=C(C(=C(NC2=C(N=NC=C2)C(=O)NC([2H])([2H])[2H])C1)OC)C1=NN(C=N1)C 4-(5-fluoro-2-methoxy-3-(1-methyl-1H-1,2,4-triazol-3-yl)anilino)-N-(methyl-d3)pyridazine-3-carboxamide